5-(2-chlorophenoxy)-3-((2-hydroxybenzyl)amino)-4H-benzo[e][1,2,4]thiadiazine 1,1-dioxide ClC1=C(OC2=CC=CC3=C2NC(=NS3(=O)=O)NCC3=C(C=CC=C3)O)C=CC=C1